2-cyclopropyl-8-methoxy-3-(4-(2,2,2-trifluoroethoxy)phenyl)-4H-pyrido[1,2-a]pyrimidin-4-one C1(CC1)C=1N=C2N(C(C1C1=CC=C(C=C1)OCC(F)(F)F)=O)C=CC(=C2)OC